1-[2-Bromo-4-(1,1,1,2,3,3,3-heptafluoropropan-2-yl)-6-(trifluoromethoxy)phenyl]-4-iodo-1H-pyrazole BrC1=C(C(=CC(=C1)C(C(F)(F)F)(C(F)(F)F)F)OC(F)(F)F)N1N=CC(=C1)I